(R)-N-(8,9-difluoro-6-oxo-1,4,5,6-tetrahydro-2H-pyrano[3,4-c]isoquinolin-1-yl)-N-methylquinoline-6-carboxamide FC=1C(=CC=2C3=C(NC(C2C1)=O)COC[C@@H]3N(C(=O)C=3C=C1C=CC=NC1=CC3)C)F